C(C1=CC=CC=C1)C=1NC(=NN1)C(=O)N[C@@H]1C(N(C=2N(CC1)N=C(C2)C(F)(F)F)C)=O (S)-5-Benzyl-N-(4-methyl-5-oxo-2-(trifluoromethyl)-5,6,7,8-tetrahydro-4H-pyrazolo[1,5-a][1,3]diazepin-6-yl)-4H-1,2,4-triazol-3-carboxamid